C(#N)C1(CCN(CC1)C(=O)OC(C)(C)C)CC1=C(C=CC=C1)C1CC1 tert-butyl 4-cyano-4-(2-cyclopropylbenzyl)piperidine-1-carboxylate